C(#N)C1=CN(C2=CC=C(C=C12)NC(=O)C=1N=CNC(C1)=O)CC=C N-(3-cyano-1-allyl-1H-indol-5-yl)-6-oxo-1,6-dihydropyrimidine-4-carboxamide